C(#N)[C@H]1N(CSC1)C(CNC(=O)C1=CC=NC2=CC=C(C=C12)CC=1C=NC(=CC1C)C)=O (R)-N-(2-(4-Cyanothiazolidin-3-yl)-2-oxoethyl)-6-((4,6-dimethylpyridin-3-yl)-methyl)quinoline-4-carboxamide